perfluorododecylsulfide FC(C(C(C(C(C(C(C(C(C(C(C(F)(F)F)(F)F)(F)F)(F)F)(F)F)(F)F)(F)F)(F)F)(F)F)(F)F)(F)F)(F)SC(C(C(C(C(C(C(C(C(C(C(C(F)(F)F)(F)F)(F)F)(F)F)(F)F)(F)F)(F)F)(F)F)(F)F)(F)F)(F)F)(F)F